O1NC=CC=C1 oxazinine